(S)-2-((3-phenoxycyclobutyl)methyl)-5-phenyl-2,5,6,7-tetrahydro-3H-pyrrolo[2,1-c][1,2,4]triazol-3-one O(C1=CC=CC=C1)C1CC(C1)CN1N=C2N(C1=O)[C@@H](CC2)C2=CC=CC=C2